NC1=CC=CC(=N1)S(=O)(=O)NC(=O)C=1C(=NC(=CC1)C1=CC(=CC(=C1)OCC(C)C)F)N1[C@@H](C(CC1)(C)C)C N-[(6-Amino-2-pyridyl)sulfonyl]-6-(3-fluoro-5-isobutoxyphenyl)-2-[(2R)-2,3,3-trimethylpyrrolidin-1-yl]pyridin-3-carboxamid